C1OCC12CN(C2)C2=NC=CC(=N2)COC2=CC=C(C=C2)C(C)(C)C2=CC=C(OCCNC(=O)C=1C=C3C(N(C(C3=CC1)=O)C1C(NC(CC1)=O)=O)=O)C=C2 N-(2-(4-(2-(4-((2-(2-oxa-6-azaspiro[3.3]heptan-6-yl)pyrimidin-4-yl)methoxy)phenyl)propan-2-yl)phenoxy)ethyl)-2-(2,6-dioxopiperidin-3-yl)-1,3-dioxoisoindolin-5-carbonylamine